CN1CC(C1)(C)[C@@](C=1C=C(C=NC1)CCC(C)(O)C1=NNC2=CC=CC=C12)(C1=CC=C(C=C1)C(C)C)O 4-{5-[(R)-(1,3-dimethyl-azetidin-3-yl)-hydroxy-(4-isopropyl-phenyl)-methyl]-pyridin-3-yl}-2-(1H-indazol-3-yl)-butan-2-ol